cyclopentylmethyl α-allyloxymethylacrylate C(C=C)OCC(C(=O)OCC1CCCC1)=C